2-(7-((3-cyano-4-fluorophenyl)carbamoyl)-6-methyl-2,3-dihydro-1H-pyrrolizin-5-yl)-2-oxoacetic acid C(#N)C=1C=C(C=CC1F)NC(=O)C=1C(=C(N2CCCC12)C(C(=O)O)=O)C